2-(2,2,2-trifluoroethyl)-2,3,4,5-tetrahydro-1H-benzofuro[3,2-c]azepine FC(CN1CC2=C(CCC1)OC1=C2C=CC=C1)(F)F